C(=C)[C@@H]1C[C@H](CCC1)S(=O)(=O)N |r| racemic-trans-3-vinylcyclohexane-1-sulfonamide